N-[5-(difluoromethoxy)pyridin-3-yl]-N-({5-[5-(difluoromethyl)-1,3,4-oxadiazol-2-yl]-1,3-thiazol-2-yl}methyl)-2-methoxyethane-1-sulfonamide FC(OC=1C=C(C=NC1)N(S(=O)(=O)CCOC)CC=1SC(=CN1)C=1OC(=NN1)C(F)F)F